4-pyrrolidinyl-2-(2-(2,6-diisopropylbenzamido)pyrrolidinyl)pyridine 1-oxide N1(CCCC1)C1=CC(=[N+](C=C1)[O-])N1C(CCC1)NC(C1=C(C=CC=C1C(C)C)C(C)C)=O